4-(((6-(5,6-dihydropyrrolo[3,4-c]pyrrol-2(4H)-yl)pyridin-2-yl)oxy)methyl)3-fluorobenzonitrile bis(2,2,2-trifluoroacetate) FC(C(=O)O)(F)F.FC(C(=O)O)(F)F.C=1N(C=C2C1CNC2)C2=CC=CC(=N2)OCC2=C(C=C(C#N)C=C2)F